ClC1=CC=C(C=C1)NCC[C@@]12CC(C[C@H]1[C@@H]1CC=C3C[C@H](CC[C@]3(C)[C@H]1CC2)O)=O (4-chlorophenylaminomethyl)-16-oxo-androst-5-en-3beta-ol